(E)-3-(4-(((2-(1H-indol-3-yl)ethyl)(2-hydroxyethyl)amino)-methyl)phenyl)-N-hydroxyacrylamide N1C=C(C2=CC=CC=C12)CCN(CCO)CC1=CC=C(C=C1)/C=C/C(=O)NO